2-Chloro-6-fluorobenzaldehyde-3,4,5-d3 ClC1=C(C=O)C(=C(C(=C1[2H])[2H])[2H])F